O=C1NC(CCC1N1C(N(C2=C1C=CC(=C2)C)C)=O)=O 1-(2,6-dioxo-3-piperidyl)-3,5-dimethyl-2-oxo-benzimidazol